ClC1=C(C=CC=C1)C1=C(C(=CC(=C1)N)C1=CC=CC=C1)N (2-chlorophenyl)biphenyl-2,5-diamine